COC=1C=C2C(=NC=NC2=CC1OC)N1N=C(N=C1N)NC1=CC(=C(C=C1)N1CC2=CC=CC=C2C1)F 1-(6,7-dimethoxyquinazolin-4-yl)-N3-(3-fluoro-4-(isoindolin-2-yl)phenyl)-1H-1,2,4-triazole-3,5-diamine